N-[6-(cyclopropoxy)-2-[4-(hydroxymethyl)cyclohexyl]indazol-5-yl]-6-(trifluoromethyl)pyridine-2-carboxamide Amino-2'-deoxycytidine-triphosphate P(O)(=O)(OP(=O)(O)OP(=O)(O)O)OC[C@@H]1[C@H](C[C@@](O1)(N1C(=O)N=C(N)C=C1)N)O.C1(CC1)OC=1C(=CC2=CN(N=C2C1)C1CCC(CC1)CO)NC(=O)C1=NC(=CC=C1)C(F)(F)F